methyl (2-chloro-5-nitropyrimidin-4-yl)-L-isoleucinate ClC1=NC=C(C(=N1)N[C@@H]([C@@H](C)CC)C(=O)OC)[N+](=O)[O-]